C(C)(C)(C)OC(=O)C=1C(=C(C(N(C1)C1=CC=C(C=C1)F)=O)C(=O)O)NC (tert-butoxycarbonyl)(methyl)amino-1-(4-fluorophenyl)-2-oxo-1,2-dihydropyridine-3-carboxylic acid